COC(CNC(=O)NC=1N(N=C2C1CN(CC2)C(=O)OC(C)(C)C)C2=CC(=C(C(=C2)C)F)C)OC tert-Butyl 3-(2,2-dimethoxyethylcarbamoylamino)-2-(4-fluoro-3,5-dimethylphenyl)-6,7-dihydro-4H-pyrazolo[4,3-c]pyridine-5-carboxylate